FC(S(=O)(=O)OC1=CC(N(C=2N=C(N=CC21)SC)C2CCC(CC2)CO[Si](C)(C)C(C)(C)C)=O)(F)F 2-(methylsulfanyl)-7-oxo-8-[(1s,4s)-4-{[(tert-butyldimethylsilyl)oxy]methyl}cyclohexyl]pyrido[2,3-d]pyrimidin-5-yl trifluoromethanesulfonate